CC=1OC2=C(C1C(=O)OCC)C=C(C=C2)CC=O ethyl 2-methyl-5-(2-oxoethyl)benzofuran-3-carboxylate